3-(4-(phenylmethyl-sulfonamido)phenyl)-5-(pyridin-2-ylamino)-1H-pyrazole C1(=CC=CC=C1)CS(=O)(=O)NC1=CC=C(C=C1)C1=NNC(=C1)NC1=NC=CC=C1